C(CCCCCCCCCCC)SSN1SC(=CN1)SSCCCCCCCCCCCC 2,5-bis(n-dodecyldithio)thiadiazole